1-(2-methoxyphenyl)-3-(3-methyl-4-phenoxy-phenyl)urea COC1=C(C=CC=C1)NC(=O)NC1=CC(=C(C=C1)OC1=CC=CC=C1)C